tert-butyl (3R,4R)-4-({6-cyano-5-fluoro-7-isopropylpyrrolo[2,1-f][1,2,4]triazin-2-yl}amino)-3-fluoropiperidine-1-carboxylate C(#N)C=1C(=C2C=NC(=NN2C1C(C)C)N[C@H]1[C@@H](CN(CC1)C(=O)OC(C)(C)C)F)F